(S)-4-(5-(5-fluoro-2-methoxypyridin-4-yl)-1H-pyrazole-3-carbonyl)-N-((R)-1-(2-fluoroethyl)-2,2-dimethylpiperidin-4-yl)-4-azaspiro[2.5]octane-7-carboxamide FC=1C(=CC(=NC1)OC)C1=CC(=NN1)C(=O)N1C2(CC2)C[C@H](CC1)C(=O)N[C@H]1CC(N(CC1)CCF)(C)C